tert-butyl 4-(4-chloro-6-cyanopyrimidin-2-yl)piperazine-1-carboxylate ClC1=NC(=NC(=C1)C#N)N1CCN(CC1)C(=O)OC(C)(C)C